C(#N)C=1C=C(C=C(C1F)F)CC1=CC(=NC=C1)C1=CC(=C(C(=O)N)C=C1)C 4-{4-[(3-cyano-4,5-difluorophenyl)methyl]pyridin-2-yl}-2-methylbenzamide